trans-4-((5-fluoro-4-(3-(2-oxo-1,3-oxazinan-3-yl)phenyl)pyrimidin-2-yl)amino)cyclohexyl 4-(4-(4-((2,6-dioxopiperidin-3-yl)amino)-2-fluorophenyl)piperazin-1-yl)piperidine-1-carboxylate O=C1NC(CCC1NC1=CC(=C(C=C1)N1CCN(CC1)C1CCN(CC1)C(=O)O[C@@H]1CC[C@H](CC1)NC1=NC=C(C(=N1)C1=CC(=CC=C1)N1C(OCCC1)=O)F)F)=O